[Si](C)(C)(C(C)(C)C)OCC(=C)C=1C=NC=C(C1C)C1=CC(=C(C=C1)OC)OCC 3-(3-((tert-butyl-dimethylsilyl)oxy)prop-1-en-2-yl)-5-(3-ethoxy-4-methoxyphenyl)-4-methylpyridine